5-(2-(6-((7R)-7-amino-2-azabicyclo[2.2.1]heptane-2-carbonyl)-3-methylbenzofuran-2-yl)-1-(cyclopropylmethyl)-1H-indol-6-yl)-3-methylpyridineamide N[C@H]1C2N(CC1CC2)C(=O)C2=CC1=C(C(=C(O1)C=1N(C3=CC(=CC=C3C1)C=1C=C(C(=NC1)C(=O)N)C)CC1CC1)C)C=C2